methyl (E)-2-{2-[(6-chloropyrimidin-4-yl)oxy]phenyl}-3-methoxyacrylate ClC1=CC(=NC=N1)OC1=C(C=CC=C1)/C(/C(=O)OC)=C\OC